ethoxy[ethoxy[ethoxy]ethoxy]propanoic acid C(C)OC(C(=O)O)(C)OCC(OCC)OCC